3-iodobenzylguanidine C1=CC(=CC(=C1)I)CN=C(N)N